NC1=C(C=C(C=C1C)OC(NCC1=CC=C(C=C1)F)=O)SCC (4-Amino-3-(ethylthio)-5-methylphenyl)(4-fluorobenzyl)carbamate